BrC1=CC(=C(C=C1COC)C=1OC(=NN1)C)F 2-(4-bromo-2-fluoro-5-(methoxymethyl)phenyl)-5-methyl-1,3,4-oxadiazole